C(C1=CC=CC=C1)N(S(=O)(=O)C1=CC=CC=C1)C1=CC(=C(C=C1)F)C#N N-benzyl-N-(3-cyano-4-fluorophenyl)benzenesulfonamide